NC1(CCN(CC1)C1=NC(=C2C(=N1)NN=C2C2=C(C(=CC=C2)Br)Cl)C(=O)N)C 6-(4-Amino-4-methylpiperidin-1-yl)-3-(3-bromo-2-chlorophenyl)-1H-pyrazolo[3,4-d]pyrimidine-4-carboxamide